2-(2,5-dihydroxyphenyl)-4(s)-methylimidazole OC1=C(C=C(C=C1)O)C=1NC=C(N1)C